ClC1=C(C([O-])=CC=C1)[O-] chlorocatecholate